ClC1=CC=C(C=C1)C1N(CCC2=CC=CC=C12)C 1-(4-chlorophenyl)-2-methyl-1,2,3,4-tetrahydroisoquinoline